COOC1=C(C=C(C=O)C=C1)OC O-methoxyvanillin